3-fluoro-5-((2'-(5-difluoromethoxyisoindolin-2-yl)-[2,4'-bipyrimidinyl]-4-yl)ethynyl)-1H-indazole FC1=NNC2=CC=C(C=C12)C#CC1=NC(=NC=C1)C1=NC(=NC=C1)N1CC2=CC=C(C=C2C1)OC(F)F